4-(4-Fluorophenyl)-6-methyl-1,6-dihydro-7H-pyrrolo[2,3-c]pyridin-7-one FC1=CC=C(C=C1)C=1C2=C(C(N(C1)C)=O)NC=C2